FC1=C(C=C2CN(C(C2=C1)=O)C=1N=CC(N(C1)C)=O)OCC1=NC=C(C=C1)OC 6-Fluoro-5-((5-methoxypyridin-2-yl)methoxy)-2-(4-methyl-5-oxo-4,5-dihydropyrazin-2-yl)isoindolin-1-one